(1R-trans)-benzoic acid C(C1=CC=CC=C1)(=O)O